BrC1=C(C(=C(C(=C1F)F)Br)F)F 1,4-dibromo-2,3,5,6-tetrafluorobenzene